2-(2,5-Dimethyl-1H-pyrrol-1-yl)-4,5-dimethyl-4,5,6,7-tetrahydropyrazolo[1,5-a]pyrazine CC=1N(C(=CC1)C)C1=NN2C(C(N(CC2)C)C)=C1